CN1C[C@H](CC1)OC=1C=NC(=NC1)NC1CCC(CC1)OC1=C2C=C(C=NC2=CC(=N1)N1CCOCC1)NS(=O)(=O)C N-[5-[4-[[5-[(3S)-1-methylpyrrolidin-3-yl]oxypyrimidin-2-yl]amino]cyclohexoxy]-7-morpholino-1,6-naphthyridin-3-yl]methanesulfonamide